FC(SN)(F)F trifluoromethyl-thio-amine